4-hydroxybutylacrylate OCCCCOC(C=C)=O